C[Sn](CC(C)C)(CC(C)C)C dimethyl-diisobutyl-tin